3-(3-bromo-5-((3-fluorobenzyl)oxy)-4-hydroxyphenyl)-2-(hydroxyimino)propionamide BrC=1C=C(C=C(C1O)OCC1=CC(=CC=C1)F)CC(C(=O)N)=NO